2,2,3,3,3-pentaiodopropanol IC(CO)(C(I)(I)I)I